CNC(=O)C1=CC=C(C=N1)N1CCN(CC1)C(=O)OC(C)(C)C tertbutyl 4-[6-(methylcarbamoyl)pyridin-3-yl]piperazine-1-carboxylate